N-(3-ethynylphenyl)-2,5,8,11-tetraoxa-15,17-diazatricyclo[10.8.0.014,19]icosa-1(12),13,15,17,19-pentaen-18-amine C(#C)C=1C=C(C=CC1)NC1=NC=NC2=CC=3OCCOCCOCCOC3C=C12